C1(CC1)N(C(C1=C(N=CC=C1)NC1=NC(=NS1)C1=NC=C(C=C1)OC(C)C)=O)C N-cyclopropyl-2-(3-(5-isopropoxy-pyridin-2-yl)-1,2,4-thiadiazol-5-ylamino)-N-methyl-nicotinamide